C(C)(C)(C)OC(N[C@@H]1C[C@H](C1)C(N)=S)=O trans-N-(3-thiocarbamoylcyclobutyl)carbamic acid tert-butyl ester